N-{(S)-1-carbonyl-1-{{(S)-1-carbonyl-3-[(S)-2-carbonylpyrrolidin-3-yl]propan-2-yl}amino}-3-3-fluorophenylpropan-2-yl}-benzofuran-2-carboxamide C(=O)=C([C@H](CC1=CC(=CC=C1)F)NC(=O)C=1OC2=C(C1)C=CC=C2)N[C@H](C=C=O)C[C@H]2C(NCC2)=C=O